N-(3-carbamoyloxetan-3-yl)-5-((2-methoxypyridin-3-yl)methoxy)-2-methylbenzofuran-3-carboxamide C(N)(=O)C1(COC1)NC(=O)C1=C(OC2=C1C=C(C=C2)OCC=2C(=NC=CC2)OC)C